BrC=1C(=C(C(=CC1)NC(=O)C1=NC(=NC=C1)C1=C(C=CC=C1OC)F)N1[C@@H]2CN([C@H](C1)C2)C(=O)OC(C)(C)C)F tert-butyl (1S,4S)-5-(3-bromo-2-fluoro-6-(2-(2-fluoro-6-methoxyphenyl)pyrimidine-4-carboxamido)phenyl)-2,5-diazabicyclo[2.2.1]heptane-2-carboxylate